C(C)OC(=O)C=1N=CC=2CNCCC2C1 5,6,7,8-tetrahydro-2,7-naphthyridine-3-carboxylic acid ethyl ester